6-fluoro-5-(1-(8-isobutyl-8-azabicyclo[3.2.1]oct-3-yl)piperidin-4-yl)-1-methyl-2-(4-(methylsulfonyl)phenyl)-1H-benzo[d]imidazole FC=1C(=CC2=C(N(C(=N2)C2=CC=C(C=C2)S(=O)(=O)C)C)C1)C1CCN(CC1)C1CC2CCC(C1)N2CC(C)C